pentalene-4-carboxylic acid ((S)-1-hydroxymethyl-2-methyl-propyl)-amide OC[C@H](C(C)C)NC(=O)C=1C2=CC=CC2=CC1